FC=1C=C(C=C(C1)N)B(O)O 3-fluoro-5-aminophenylboronic acid